FC(C1=C(C(=CC=C1)[N+](=O)[O-])F)F 1-(difluoromethyl)-2-fluoro-3-nitro-benzene